2-(6-{5-chloro-2-[(oxan-4-yl)amino]pyrimidin-4-yl}-1-oxo-2,3-dihydro-1H-isoindol-2-yl)-N-[(1S)-1-(1,5-dimethyl-1H-pyrazol-3-yl)ethyl]acetamide ClC=1C(=NC(=NC1)NC1CCOCC1)C1=CC=C2CN(C(C2=C1)=O)CC(=O)N[C@@H](C)C1=NN(C(=C1)C)C